(S)-6-(1-amino-1,3-dihydrospiro[indene-2,4'-piperidin]-1'-yl)-3-(1-(3-chloro-2-fluoropyridin-4-yl)cyclopropyl)-1,5-dihydro-4H-pyrazolo[3,4-d]pyrimidin-4-one N[C@@H]1C2=CC=CC=C2CC12CCN(CC2)C=2NC(C1=C(N2)NN=C1C1(CC1)C1=C(C(=NC=C1)F)Cl)=O